FC1([C@@H](CN(C1)C)NC1=NN2C(C(=N1)OC)=C(C(=C2)F)C=2C=C(C=1N(C2)C(=CN1)C(=O)NC)F)F (R)-6-(2-((4,4-difluoro-1-methylpyrrolidin-3-yl)amino)-6-fluoro-4-methoxypyrrolo[2,1-f][1,2,4]triazin-5-yl)-8-fluoro-N-methylimidazo[1,2-a]pyridine-3-carboxamide